5-CHLORO-1-ETHYL-3-(TRIFLUOROMETHYL)-1H-PYRAZOLE-4-CARBALDEHYDE ClC1=C(C(=NN1CC)C(F)(F)F)C=O